1,2-dichloro-1-(2,2,2-trifluoroethoxy)ethylene ClC(=CCl)OCC(F)(F)F